N-[1-(pyridin-4-yl)pyrazol-4-yl]formamide N1=CC=C(C=C1)N1N=CC(=C1)NC=O